C1(C(C(C(C1=O)=O)=O)=O)=O cyclopentanepentone